ethyl 2-(5-(6-bromoquinolin-4-yl) thiophen-2-ylsulfanyl)-2-methylpropionate BrC=1C=C2C(=CC=NC2=CC1)C1=CC=C(S1)SC(C(=O)OCC)(C)C